BrC1=C(C=CC=C1)S 2-bromobenzenethiol